N-(5-(4,4-dimethyl-2,5-dioxoimidazolidin-1-yl)-2-(trifluoromethoxy)phenyl)-2-(dimethylamino)acetamide CC1(NC(N(C1=O)C=1C=CC(=C(C1)NC(CN(C)C)=O)OC(F)(F)F)=O)C